C(C)(C)(C)C=1C=C(C=C(C1O)C(C)(C)C)C(=O)O 3,5-di-tert-butyl-4-hydroxyphenylformic acid